ClC1=NC=CC(=C1)C1(CC1)C(F)(F)F 2-chloro-4-(1-(trifluoromethyl)cyclopropyl)pyridine